2-fluoro-4-trimethylsilyl-anilinemethacryloyloxypropylethyldimethoxysilane FC1=C(NCC(C(=O)OCCC[Si](OC)(OC)CC)=C)C=CC(=C1)[Si](C)(C)C